COC1=C2C(=NN(C2=CC=C1)C1OCCCC1)C=1C=NC(=CC1)N1CC2(CN(C2)S(=O)(=O)C)C1 4-methoxy-3-[6-(2-methylsulfonyl-2,6-diazaspiro[3.3]hept-6-yl)-3-pyridinyl]-1-tetrahydropyran-2-yl-indazole